CN1C(C(=C(C2=CC=CC=C12)N1CCC(CC1)OCC1=CC(=CC=C1)C)C#N)=O 1-methyl-4-{4-[(3-methylphenyl)methoxy]piperidin-1-yl}-2-oxo-1,2-dihydroquinoline-3-carbonitrile